4-(difluoromethyl)-6-(2-(trimethylsilyl)ethoxy)nicotinic acid FC(C1=CC(=NC=C1C(=O)O)OCC[Si](C)(C)C)F